(R)-7-bromo-N-(piperidin-3-yl)benzo[b]thiophene-2-carboxamide BrC1=CC=CC2=C1SC(=C2)C(=O)N[C@H]2CNCCC2